C[N+](CCC)(C)C 3-trimethylammoniopropane